COC1=CC=C(C=C1)C1C(C=2C=CC(=CC2CC1)O)C1=CC=C(C=C1)N1CCNCC1 6-(4-Methoxyphenyl)-5-(4-(piperazin-1-yl)phenyl)-5,6,7,8-tetrahydronaphthalen-2-ol